7-(5-fluoro-2-methyl-4-(1H-1,2,4-triazol-3-yl)phenyl)-1-((cis-4-methoxycyclohexyl)methyl)-3,4-dihydropyrazino[2,3-b]pyrazin-2(1H)-one FC=1C(=CC(=C(C1)C1=CN=C2C(=N1)N(C(CN2)=O)C[C@@H]2CC[C@@H](CC2)OC)C)C2=NNC=N2